C(C)NCCCNCC diethyl-1,3-propylenediamine